FC=1C=C(C=NC1)C1=CC(=NC(=C1)C)/C(/N)=N/O (Z)-5-Fluoro-N'-hydroxy-6'-methyl-[3,4'-bipyridine]-2'-carboximidamide